2-((3,5-dicyano-4-(furan-2-yl)-6-(4-methyl-1,4-diazepan-1-yl)pyridin-2-yl)sulfanyl)-2-phenylacetamide C(#N)C=1C(=NC(=C(C1C=1OC=CC1)C#N)N1CCN(CCC1)C)SC(C(=O)N)C1=CC=CC=C1